FC(C1=NC2=C(N1)C=CC=C2)(F)F 2-Trifluoromethyl-1H-benzo[d]imidazole